(4,4,4-trifluoro-3,3-dimethylbutylidene)propane-2-sulfinamide FC(C(CC=CC(C)S(=O)N)(C)C)(F)F